4-[5-(1,3-benzodioxol-5-yl)-1H-pyrazol-3-yl]-3,6-dichloropyridazine O1COC2=C1C=CC(=C2)C2=CC(=NN2)C2=C(N=NC(=C2)Cl)Cl